8-(hydroxymethyl)-3-methyl-5,6-dihydro-1H-benzo[de]quinolin-2(4H)-one OCC=1C=C2C=3C(=C(C(NC3C1)=O)C)CCC2